CC(C(=O)N)(CN1C(C=CC2=C1N=C(N=C2)N[C@@H](C)C2=CC1=CC=CC=C1C=C2)=O)C 2,2-dimethyl-3-[2-{[(1S)-1-(naphthalen-2-yl)ethyl]amino}-7-oxopyrido[2,3-d]pyrimidin-8(7H)-yl]propionamide